C(C)(C)(C)[C@]12N([C@@H](C[C@H]2C1)[C@@H]([C@H](C(=O)OCC1=CC=CC=C1)C)O)C(=O)O (1S,3S,5S)-tert-butyl-3-((1R,2R)-3-(benzyloxy)-1-hydroxy-2-methyl-3-oxopropyl)-2-azabicyclo[3.1.0]hexane-2-carboxylic acid